BrC1=C(C(=C(N)C(=C1)F)C=1C(COCC1)(C)C)F 4-Bromo-2-(3,3-dimethyl-3,6-dihydro-2H-pyran-4-yl)-3,6-difluoroaniline